C(CCCCCCCCCCC)SCCSCCCCCCCCCCCC 1,2-bis(dodecylthio)ethane